C(CCC)ON(C1=NC(=NC(=N1)N)N(CO)OCCCC)OCCCC tributoxymethylolmelamine